tert-butyl (1-((1S,2S)-2-fluorocyclopropyl)-2-oxo-1,2-dihydropyridin-3-yl)carbamate F[C@@H]1[C@H](C1)N1C(C(=CC=C1)NC(OC(C)(C)C)=O)=O